FC(C1=NOC(=N1)C1CC2(C1)N(C(CN(C2=O)C2=C(C=C(C#N)C=C2)F)=O)CC2=CC=C(C=C2)C(F)(F)F)F 4-(2-(3-(difluoromethyl)-1,2,4-oxadiazol-5-yl)-6,9-dioxo-5-(4-(trifluoromethyl)benzyl)-5,8-diazaspiro[3.5]nonan-8-yl)-3-fluorobenzonitrile